lithium 5-(3-cyclopropylphenoxy)-2-methyl-3-oxo-pyridazine-4-carboxylate C1(CC1)C=1C=C(OC2=C(C(N(N=C2)C)=O)C(=O)[O-])C=CC1.[Li+]